C=C.COP(=O)(OC)OC trimethylphosphate-ethylene